(2S,4R)-1-[(2S)-2-(4-cyclopropyltriazol-1-yl)-3,3-dimethyl-butanoyl]-4-hydroxy-N-[[1-(hydroxymethyl)cyclohexyl]-phenyl-methyl]pyrrolidine-2-carboxamide C1(CC1)C=1N=NN(C1)[C@H](C(=O)N1[C@@H](C[C@H](C1)O)C(=O)NC(C1=CC=CC=C1)C1(CCCCC1)CO)C(C)(C)C